C(C)(C)(C)OC(=O)N1CCN(CC1)C1=CC(=CC=C1)C=O.NCCNC1=C(C=C(C=C1)OCCO)[N+](=O)[O-] 1-(beta-aminoethyl)amino-2-nitro-4-(beta-hydroxyethyloxy)benzene tert-butyl-4-(3-formylphenyl)piperazine-1-carboxylate